(R)-2-Ethyl-7-methyl-2,3,4,5-tetrahydrobenzo[f][1,4]oxazepine C(C)[C@H]1OC2=C(CNC1)C=C(C=C2)C